ClC=1C=NN2C1N=C1C(=C2NCC2=CC=C(C(=O)OC)C=C2)CCC12CCCC2 Methyl 4-(((3-chloro-6,7-dihydrospiro[cyclopenta[d]pyrazolo[1,5-a]pyrimidine-5,1'-cyclopentane]-8-yl)amino)methyl)benzoate